CC1=CC(=C(C(=O)O)C=C1[N+](=O)[O-])SC1=NN=NN1C 4-methyl-2-[(1-methyl-1H-1,2,3,4-tetrazol-5-yl)sulfanyl]-5-nitrobenzoic acid